benzyl (2S)-2-[[(tert-butoxy)carbonyl](methyl)amino]-3-methylbutanoate C(C)(C)(C)OC(=O)N([C@H](C(=O)OCC1=CC=CC=C1)C(C)C)C